rel-(2R,3S,5R)-N-(3-carbamoyl-4-fluoro-phenyl)-3-(3,4-difluoro-2-methoxy-phenyl)-5-methyl-5-(trifluoromethyl)tetrahydrofuran-2-carboxamide C(N)(=O)C=1C=C(C=CC1F)NC(=O)[C@@H]1O[C@](C[C@H]1C1=C(C(=C(C=C1)F)F)OC)(C(F)(F)F)C |o1:13,15,17|